NC1=C(C=2C(=NC(=C(C2)OCC2CC2)C)N1C1=C(C(=CC=C1C)OCC1=CC=C(C=C1)OC)C)C#N 2-Amino-5-(cyclopropylmethoxy)-1-(3-((4-methoxybenzyl)oxy)-2,6-dimethylphenyl)-6-methyl-1H-pyrrolo[2,3-b]pyridine-3-carbonitrile